Methylbis(2-dimethylaminoethyl)amine CN(CCN(C)C)CCN(C)C